(Phenyltriazinyl)(triphenyleneyl)biphenyl C1(=CC=CC=C1)C=1C(=NN=NC1)C=1C(=C(C=CC1)C1=CC=CC=C1)C1=CC=CC=2C3=CC=CC=C3C3=CC=CC=C3C12